(4R,5S,6S)-3-((3S,5S)-5-(Dimethylcarbamoyl)pyrrolidin-3-ylthio)-6-((R)-1-(4-(methoxymethyl)-1H-1,2,3-triazol-1-yl)ethyl)-4-methyl-7-oxo-1-azabicyclo[3.2.0]hept-2-ene-2-carboxylic acid CN(C(=O)[C@@H]1C[C@@H](CN1)SC1=C(N2C([C@@H]([C@H]2[C@H]1C)[C@@H](C)N1N=NC(=C1)COC)=O)C(=O)O)C